C(C)(C)(C)OC(=O)N1CCN(CC1)C=1C(N(C=C(C1)C=1C(=C(C=CC1)C1=CC(=C(C=C1)N1C(N(CC1)C)=O)Cl)OC)C)=O 4-(5-(3'-chloro-2-methoxy-4'-(3-methyl-2-oxoimidazolidin-1-yl)-[1,1'-biphenyl]-3-yl)-1-methyl-2-oxo-1,2-dihydropyridin-3-yl)piperazine-1-carboxylic acid tert-butyl ester